CC(C(=O)O)CCCCCCCC=C.COC(CCCCCCCCC=C)=O undecylenic acid methyl ester (methyl 10-undecenoate)